CC1=CC=C(C=C1)S(=O)(=O)N[C@@H](CC(=O)OCC1=CC=CC=C1)C(=O)N[C@H](C(=O)NCC1=CC=CC2=CC=CC=C12)C benzyl (S)-3-((4-methylphenyl)sulfonamido)-4-(((S)-1-((naphthalen-1-ylmethyl)amino)-1-oxopropan-2-yl)amino)-4-oxobutanoate